NC1=NC(=C(C=2N1C(N(N2)C[C@@H]2N(C[C@H](C2)F)C(=O)OC(C)(C)C)=O)C2=CC(=NC(=C2)C)C)C2=CC=CC=C2 tert-butyl (2R,4S)-2-((5-amino-8-(2,6-dimethylpyridin-4-yl)-3-oxo-7-phenyl-[1,2,4]triazolo[4,3-c]pyrimidin-2(3H)-yl)methyl)-4-fluoropyrrolidine-1-carboxylate